5-nitro-N,N'-bis-(2,3-dihydroxypropyl)-1,3-benzenedicarboxamide [N+](=O)([O-])C=1C=C(C=C(C1)C(=O)NCC(CO)O)C(=O)NCC(CO)O